ClC1=NC(=C2C=C(C(N(C2=C1)C)=O)C)N1CCCC=2N=C(N=CC21)Cl 7-chloro-5-(2-chloro-7,8-dihydropyrido[3,2-d]pyrimidin-5(6H)-yl)-1,3-dimethyl-1,6-naphthyridin-2(1H)-one